3-(chloromethyl)-4-methylpyridin-2-amine ClCC=1C(=NC=CC1C)N